bisphenethylglyoxime C(CC1=CC=CC=C1)C(C(=NO)CCC1=CC=CC=C1)=NO